3-(6-bromo-1H-benzo[d][1,2,3]triazol-1-yl)piperidine-2,6-dione BrC=1C=CC2=C(N(N=N2)C2C(NC(CC2)=O)=O)C1